tris(4-isocyanatophenyl)methane sodium [Na].N(=C=O)C1=CC=C(C=C1)C(C1=CC=C(C=C1)N=C=O)C1=CC=C(C=C1)N=C=O